1-(6-(Bromomethyl)-5-fluoropyridazin-3-yl)dihydropyrimidine-2,4(1H,3H)-dione BrCC1=C(C=C(N=N1)N1C(NC(CC1)=O)=O)F